3-(4-(tert-butyl)piperazin-1-yl)-5-(3'-chloro-5-fluoro-2-hydroxy-4'-(3-methyl-2-oxo-2,3-dihydro-1H-imidazol-1-yl)-[1,1'-biphenyl]-3-yl)-1-methylpyridin-2(1H)-one C(C)(C)(C)N1CCN(CC1)C=1C(N(C=C(C1)C=1C(=C(C=C(C1)F)C1=CC(=C(C=C1)N1C(N(C=C1)C)=O)Cl)O)C)=O